C(C(=C)C)(=O)OS(=O)(=O)C1=CC=CC=C1 (benzenesulfonyl) methacrylate